1-penten-3-ol tantalum [Ta].C=CC(CC)O